1-(2-{6-cyclopropyl-4-[4-fluoro-2-(4-methyl-1,2,4-triazol-3-yl)phenyl]pyridin-2-yl}-6,7-difluoro-1,3-benzooxazol-5-yl)ethanone C1(CC1)C1=CC(=CC(=N1)C=1OC2=C(N1)C=C(C(=C2F)F)C(C)=O)C2=C(C=C(C=C2)F)C2=NN=CN2C